(S)-tert-butyl 2-((S)-2-amino-N,3-dimethylbutanamido)-3-(4-methoxy-3-methylphenyl)propanoate hydrochloride Cl.N[C@H](C(=O)N(C)[C@H](C(=O)OC(C)(C)C)CC1=CC(=C(C=C1)OC)C)C(C)C